3-((2-hexyldecanoyl)oxy)-2-(((4-(3-(hydroxymethyl)azetidin-1-yl)butanoyl)oxy)-methyl)propyl oleate C(CCCCCCC\C=C/CCCCCCCC)(=O)OCC(COC(C(CCCCCCCC)CCCCCC)=O)COC(CCCN1CC(C1)CO)=O